5,6,7-trihydrocyclopenta[1,2-e]pyridine N1=CC=CC2=C1CCC2